OC=1C=CC=C2C=CC=C(C12)CC(=O)C1=CC=C(C#N)C=C1 4-(2-(8-hydroxynaphthalen-1-yl)acetyl)benzonitrile